BrC1=CN=CC=2C(CCCC12)=C=O 4-Bromo-8-carbonyl-5,6,7,8-tetrahydroisoquinoline